2-amino-6-borono-2-(2-(4-(3,4-dichlorobenzyl)piperazin-1-yl)ethyl)hexanoic acid NC(C(=O)O)(CCCCB(O)O)CCN1CCN(CC1)CC1=CC(=C(C=C1)Cl)Cl